(1r,2s,5r)-N-(2-(pyridin-2-yl)ethyl)menthylcarboxamide N1=C(C=CC=C1)CCNC(=O)C1C[C@@H](CCC1C(C)C)C